N=1C=CN2N=C(C=CC21)C2=CNC=1N=C(N=CC12)NC1CC(C1)(C)NC(C)=O N-((1s,3s)-3-((5-(imidazo[1,2-b]pyridazin-6-yl)-7H-pyrrolo[2,3-d]pyrimidin-2-yl)amino)-1-methylcyclobutyl)acetamide